Natrium Acetat C(C)(=O)[O-].[Na+]